pentamethylcyclopentadienyl(1-ethyl-5,6-dimethylindenyl)hafnium CC1=C(C(=C(C1([Hf]C=1C(C2=CC(=C(C=C2C1)C)C)CC)C)C)C)C